CN(CCOC1=CC=C(C=C1)N1N=C(C=C1)NC(=O)N[C@H]1CCOC2=C(C=CC=C12)Cl)C 1-[1-[4-[2-(dimethylamino)ethoxy]phenyl]pyrazol-3-yl]-3-[(4S)-8-chlorochroman-4-yl]urea